(R)-4-(2-(5-fluoro-2-(hydroxymethyl)benzyl)-3-(methoxymethyl)-1-oxo-1,2,3,4-tetrahydropyrrolo[1,2-a]pyrazin-7-yl)-6-((1-methyl-1H-pyrazol-5-yl)amino)nicotinonitrile FC=1C=CC(=C(CN2C(C=3N(C[C@@H]2COC)C=C(C3)C3=CC(=NC=C3C#N)NC3=CC=NN3C)=O)C1)CO